(S)-4-(3-fluorobenzyl)-N-(5-methyl-7-((5-methyl-1,3,4-oxadiazol-2-yl)methoxy)-4-oxo-2,3,4,5-tetrahydrobenzo[b][1,4]oxazepin-3-yl)-1H-pyrazole-1-carboxamide FC=1C=C(CC=2C=NN(C2)C(=O)N[C@@H]2C(N(C3=C(OC2)C=CC(=C3)OCC=3OC(=NN3)C)C)=O)C=CC1